(S)-1-(2-(3,4-dichlorophenyl)-2-hydroxyethyl)-3-hydroxy-2-methylpyridin-4(1H)-one ClC=1C=C(C=CC1Cl)[C@@H](CN1C(=C(C(C=C1)=O)O)C)O